C=1(C(=CC=C2C=C3C=CC=CC3=CC12)C(=O)O)C(=O)O.[Na] sodium anthracenedicarboxylic acid